C(C)(C)(C)OC(=O)C1=CC(=CC2=NC3=CC=CC=C3C=C12)C=1OC=C(N1)C(=O)OC Methyl 2-{1-[(tert-butoxy) carbonyl] acridin-3-yl}-1,3-oxazole-4-carboxylate